C(C)(C)(C)OC(=O)C=1C(=CC=CC1)C1=CC=C(C=C1)CBr 4'-bromomethyl-biphenyl-2-carboxylic acid tert-butyl ester